3-methyl-3-methacryloyloxymethyloxetane CC1(COC1)COC(C(=C)C)=O